11-[4-[[[2-(2,6-dioxo-3-piperidyl)-1,3-dioxo-isoindolin-4-yl]amino]methyl]triazol-1-yl]undecanoic acid O=C1NC(CCC1N1C(C2=CC=CC(=C2C1=O)NCC=1N=NN(C1)CCCCCCCCCCC(=O)O)=O)=O